magnesium (oxy)chloride O(Cl)Cl.[Mg]